(2S,4R)-4-(2-((1R,3R)-3-((2S,3S)-2-amino-N,3-dimethylpentanamido)-4-methyl-1-(propionyloxy)pentyl)thiazole-4-carboxamido)-2-methyl-5-phenylpentanoic acid N[C@H](C(=O)N(C)[C@H](C[C@@H](OC(CC)=O)C=1SC=C(N1)C(=O)N[C@H](C[C@@H](C(=O)O)C)CC1=CC=CC=C1)C(C)C)[C@H](CC)C